5-(2-(3,4-dimethoxyphenoxy)-5-isocyanatophenyl)-2-trityl-2H-tetrazole COC=1C=C(OC2=C(C=C(C=C2)N=C=O)C=2N=NN(N2)C(C2=CC=CC=C2)(C2=CC=CC=C2)C2=CC=CC=C2)C=CC1OC